1-((1s,4s)-4-isopropylcyclohexyl)-2-(2-(2-oxopiperidin-1-yl)ethyl)-1,2-dihydro-3H-spiro[isoquinoline-4,4-piperidin]-3-one C(C)(C)C1CCC(CC1)C1N(C(C2(CCNCC2)C2=CC=CC=C12)=O)CCN1C(CCCC1)=O